4-[2,6-difluoro-4-(7-methoxy-2,2-dimethyl-2,3-dihydro-benzofuran-4-yl)-phenylthio]-butyric acid FC1=C(C(=CC(=C1)C1=CC=C(C2=C1CC(O2)(C)C)OC)F)SCCCC(=O)O